ClC1=CN=C2C(=N1)N(N=C2)CC2COCC2 6-chloro-1-((tetrahydrofuran-3-yl)methyl)-1H-pyrazolo[3,4-b]pyrazine